C(C)(C)(C)N1CC(C(=O)O)=CC(=C1)Cl 1-(tert-butyl)-5-chloronicotinic acid